N-(2-(1-(4-(2,6-dioxopiperidin-3-yl)benzyl)piperidin-4-yl)-6-methoxy-2H-indazol-5-yl)-6-(trifluoromethyl)nicotinamide O=C1NC(CCC1C1=CC=C(CN2CCC(CC2)N2N=C3C=C(C(=CC3=C2)NC(C2=CN=C(C=C2)C(F)(F)F)=O)OC)C=C1)=O